COC1=CC=2CCN3C(C2C=C1OCC(=O)OCC)CC=1C=CC(=C(C1C3)OS(=O)(=O)C3=CC=CC=C3)OC Ethyl 2-[3,10-dimethoxy-9-(phenylsulfonyloxy)-5,6,7,8,13,13a-hexahydroisoquinolino[3,2-a]isoquinolin-2-yloxy]acetate